4-[5-(4-fluorophenyl)-2-{[(3S)-pyrrolidin-3-ylmethyl]amino}pyrimidin-4-yl]benzonitrile FC1=CC=C(C=C1)C=1C(=NC(=NC1)NC[C@@H]1CNCC1)C1=CC=C(C#N)C=C1